BrC1=C(C=CC=C1)[Se]C1=C(C=CC(=C1)OC)C1=C(C=CC=C1)NC(C1=NC=CC=C1)=O N-(2'-((2-bromophenyl)selanyl)-4'-methoxy-[1,1'-biphenyl]-2-yl)picolinamide